CN(C=1SC2=C(N1)CC1(CCNCC1)[C@@H]2N[S@](=O)C(C)(C)C)C (R)-N-((S)-2-(dimethylamino)-4,6-dihydrospiro[cyclopenta[d]thiazol-5,4'-piperidin]-6-yl)-2-methylpropane-2-sulfinamide